O[C@@H]1C[C@H]2C[C@@H]([C@H]3[C@@H]4CC[C@H]([C@@H](CCC)C)[C@]4(CC[C@@H]3[C@]2(CC1)C)C)O 3β,7β-dihydroxy-5β-cholane